FC=1C(=NC=C(C1)OC1=NC=C(C=C1)F)C(C(=O)N)C (3-fluoro-5-((5-fluoropyridin-2-yl)oxy)pyridin-2-yl)propanamide